[Cu].[Sb] stibium copper